C(#C)C=1SC=C(N1)C(=O)NCCC1=CC(=CC=C1)C1=C2C=CN(C2=CC=C1)C 2-ethynyl-N-(3-(1-methyl-1H-indol-4-yl)phenethyl)thiazole-4-carboxamide